C1(=CC=CC=C1)N(C(C1=CC=C(C=C1)C#N)=O)C1=CC=CC=C1 N,N-diphenyl-4-cyanobenzamide